N[C@H]1CS(C2=C(N(C1=O)CC1=CC=C(C=C1)OCC1=CC(=CC=C1)F)C=C(C=C2)C=2OC(=NN2)C(C)(S(=O)(=O)C)C)(=O)=O (3R)-3-amino-5-[[4-[(3-fluorophenyl)methoxy]phenyl]methyl]-7-[5-(1-methyl-1-methylsulfonyl-ethyl)-1,3,4-oxadiazol-2-yl]-1,1-dioxo-2,3-dihydro-1λ6,5-benzothiazepine-4-One